Cl.ClC=1C(=NC=CC1)[C@H](C)N (1S)-1-(3-chloropyridin-2-yl)ethanamine hydrochloride